(rac)-chroman-4-carbonyl chloride O1CC[C@H](C2=CC=CC=C12)C(=O)Cl |r|